(R)-4-(3-(4-bromo-3-methylphenoxy)butyl)piperidine BrC1=C(C=C(O[C@@H](CCC2CCNCC2)C)C=C1)C